methyl 4-[5-(6-methoxypyrimidin-4-yl)-1H-pyrazole-3-carbonyl]-4-azaspiro[2.5]octane-7-carboxylate COC1=CC(=NC=N1)C1=CC(=NN1)C(=O)N1C2(CC2)CC(CC1)C(=O)OC